2-(2-(4-(allyloxy)phenyl)-2-oxoethyl)-4H-benzo[d][1,3]oxathiin-4-one C(C=C)OC1=CC=C(C=C1)C(CC1OC(C2=C(S1)C=CC=C2)=O)=O